S1C=CC2=C1C1(OCC2=O)CCNCC1 spiro[piperidin-4,7'-thieno[2,3-C]pyran]-4'-one